8-((4-bromo-2-fluorophenyl)amino)-5,7-dimethyl-3,4-dihydro-2,7-naphthyridine-1,6(2h,7h)-dione BrC1=CC(=C(C=C1)NC=1N(C(C(=C2CCNC(C12)=O)C)=O)C)F